FC=1C=C(\C=C\2/CC(C\C(\C2=O)=C/C2=CC(=C(C=C2)F)F)NC(C=CN2CCCC2)=O)C=CC1F N-(3,5-bis((E)-3,4-difluorobenzylidene)-4-oxocyclohexyl)-3-(pyrrolidin-1-yl)propenamide